2-[6-bromo-5-fluoro-1-oxo-4-(trifluoromethyl)-3,4-dihydroisoquinolin-2-yl]-N-(5-fluoropyrimidin-2-yl)acetamide BrC=1C(=C2C(CN(C(C2=CC1)=O)CC(=O)NC1=NC=C(C=N1)F)C(F)(F)F)F